C(CCCCCCC)(=O)[O-].C(CCCCCCC)(=O)[O-].[Sn+2] tin dioctanate